(4-methylphenyl)methyl methacrylate C(C(=C)C)(=O)OCC1=CC=C(C=C1)C